N-[(dimethylamino)-1H-1,2,3-triazolo-[4,5-b]pyridin-1-ylmethylene]-N-methyl-methylammonium hexafluorophosphate F[P-](F)(F)(F)(F)F.CN(C)C(=[N+](C)C)N1N=NC2=NC=CC=C21